1,1'-(2-(3,4-dimethoxyphenyl)propane-1,3-diyl)bis(7-methoxy-4,9-dihydro-3H-pyrido[3,4-b]indole) COC=1C=C(C=CC1OC)C(CC1=NCCC2=C1NC1=CC(=CC=C21)OC)CC2=NCCC1=C2NC2=CC(=CC=C12)OC